C(C)OC(=O)C=1N=C(OC1OCC)CCC1=CC=C(C=C1)OC 5-ethoxy-2-(4-methoxyphenylethyl)oxazole-4-carboxylic acid ethyl ester